(S)-N-(3-(3-bromophenyl)-1-(methylamino)-1-oxopropan-2-yl)-3-(o-tolyl)-1H-pyrazole-5-carboxamide BrC=1C=C(C=CC1)C[C@@H](C(=O)NC)NC(=O)C1=CC(=NN1)C1=C(C=CC=C1)C